CC1=NOC(=C1)C=1C=C(C=CC1)CO [3-(3-methyl-isoxazol-5-yl)-phenyl]-methanol